4-cyano-2-((2-fluoro-4-iodophenyl)amino)-N-hydroxybenzoamide C(#N)C1=CC(=C(C(=O)NO)C=C1)NC1=C(C=C(C=C1)I)F